CC=1C=C(C=CC1CNC(C1=CC=C(C=C1)C(F)(F)F)=O)B(O)O 3-methyl-4-((4-trifluoromethylbenzamido)methyl)phenylboronic acid